5-(1-(((5-fluoro-2,3-dihydrobenzofuran-4-yl)methyl)amino)-6-oxo-6,7-dihydro-2,7-naphthyridin-4-yl)-N,N,1-trimethyl-1H-pyrazole-3-carboxamide FC=1C=CC2=C(CCO2)C1CNC1=NC=C(C2=CC(NC=C12)=O)C1=CC(=NN1C)C(=O)N(C)C